2-(3-fluorophenyl)-pyrrolidine FC=1C=C(C=CC1)C1NCCC1